CC=1C=NN2C1N=CN=C2 8-methylpyrazolo[1,5-a][1,3,5]triazin